(1-(7-bromo-2,6,8-trifluoroquinazolin-4-yl)-3-methylpiperidin-3-yl)carbamic acid tert-butyl ester C(C)(C)(C)OC(NC1(CN(CCC1)C1=NC(=NC2=C(C(=C(C=C12)F)Br)F)F)C)=O